(1SR,2SR)-2-(3-(tert-butyl(methyl)carbamoyl)-1-(3,5-difluorophenyl)-7-methoxy-1,4-dihydrochromeno[4,3-c]pyrazol-8-yl)cyclopropanecarboxylic acid C(C)(C)(C)N(C(=O)C=1C2=C(N(N1)C1=CC(=CC(=C1)F)F)C=1C=C(C(=CC1OC2)OC)[C@@H]2[C@H](C2)C(=O)O)C |r|